zirconium di-n-propoxide bis(ethylacetoacetate) C(C)CC(CC(=O)[O-])=O.C(C)CC(CC(=O)[O-])=O.[O-]CCC.[O-]CCC.[Zr+4]